C(C)(C)OC(C)(C)C=1N=C(SC1)NC([C@H](C)OCC1=CC=NC=C1)=O (S)-N-(4-(2-isopropoxypropan-2-yl)thiazol-2-yl)-2-(pyridin-4-ylmethoxy)propanamide